5-chloro-4-(7-fluoro-3-methyl-2,3,4,5-tetrahydro-1,6-dioxa-3a-azaphenalen-9-yl)pyrimidine ClC=1C(=NC=NC1)C1=CC(=C2OCCN3C(COC1=C32)C)F